3a-(4-chlorophenyl)-3-(3-fluorophenyl)-6,8-dimethoxy-1,2,3,3a-tetrahydro-8bH-cyclopenta[b]benzofuran-1,8b-diol ClC1=CC=C(C=C1)C12OC3=C(C1(C(CC2C2=CC(=CC=C2)F)O)O)C(=CC(=C3)OC)OC